CC=1C(=C(C(=CC1)N)N)CCCC1=CC=CC=C1 4-Methyl-(3-phenyl-propyl)-benzene-1,2-diamine